Methyl-N-[(E,1S)-1-[[1-[(6-benzyl-9H-purin-8-yl)methyl]-2-oxo-3-pyridyl]carbamoyl]-6-(dimethylamino)-6-oxo-hex-4-enyl]carbamat COC(N[C@@H](CC\C=C\C(=O)N(C)C)C(NC=1C(N(C=CC1)CC=1NC2=NC=NC(=C2N1)CC1=CC=CC=C1)=O)=O)=O